CC1=C(C2=C(N=N1)SC1=C2N=CN=C1C1CCN(CC1)C(=O)C1(CC1)F)C (4-(3,4-dimethylpyrimidino[4',5':4,5]thieno[2,3-c]pyridazin-8-yl)piperidin-1-yl)(1-fluorocyclopropyl)methanone